N-[3-[(Cyclohexyloxy)methyl]phenyl]-1-methyl-5-oxo-2-pyrrolidine-carboxamide C1(CCCCC1)OCC=1C=C(C=CC1)NC(=O)C1N(C(CC1)=O)C